(S)-N'-(((S)-3-ethyl-1,2,3,5,6,7-hexahydro-s-indacen-4-yl)carbamoyl)-6,7-dihydro-5H-pyrazolo[5,1-b][1,3]oxazine-3-sulfonimidamide C(C)[C@H]1CCC2=CC=3CCCC3C(=C12)NC(=O)N=[S@@](=O)(N)C=1C=NN2C1OCCC2